C(#N)C1=C(C=C(OC2C(C(C2(C)C)NC(OC(C)(C)C)=O)(C)C)C=C1)OCC tert-butyl ((1r,3r)-3-(4-cyano-3-ethoxyphenoxy)-2,2,4,4-tetramethylcyclobutyl)carbamate